COCCNC(=O)C1=CC2=C(N(C(=N2)NC=2SC3=C(N2)C=CC(=C3)OC(F)(F)F)C)C=C1 1-Methyl-2-(6-trifluoromethoxy-benzothiazol-2-ylamino)-1H-benzoimidazole-5-carboxylic acid (2-methoxy-ethyl)-amide